(2R,3R,4R,5S)-1-(3-chloro-2,6-difluorophenethyl)-2-methylpiperidine-3,4,5-triol ClC=1C(=C(CCN2[C@@H]([C@H]([C@@H]([C@H](C2)O)O)O)C)C(=CC1)F)F